6-Amino-3-((1R,3S)-3-(5-amino-3-methyl-1H-1,2,4-triazol-1-yl)-4'-chloro-1',2'-dihydrospiro[cyclopentane-1,3'-pyrrolo[2,3-b]pyridin]-5'-yl)-2-fluoro-N,N-dimethylbenzamide NC1=CC=C(C(=C1C(=O)N(C)C)F)C=1C(=C2C(=NC1)NC[C@]21C[C@H](CC1)N1N=C(N=C1N)C)Cl